O=C1NC(CCC1N1C(C2=CC=CC(=C2C1=O)NCCCCCCCCCNC(OCC1=CC=CC=C1)=O)=O)=O benzyl (9-((2-(2,6-dioxopiperidin-3-yl)-1,3-dioxoisoindolin-4-yl)amino)nonyl)carbamate